N-[(3S)-1-{(5S)-5-[3-(2,6-difluorophenyl)-5-methylpyridin-2-yl]-4,5-dihydro-1,2-oxazol-3-yl}pyrrolidin-3-yl]-1,1-difluoromethanesulfonamide FC1=C(C(=CC=C1)F)C=1C(=NC=C(C1)C)[C@@H]1CC(=NO1)N1C[C@H](CC1)NS(=O)(=O)C(F)F